7-[5-({[2-(azetidin-1-yl)quinolin-7-yl]sulfonyl}methyl)pyridin-3-yl]-N-[(2,4-dimethoxyphenyl)methyl]-5-(1-methyl-1H-pyrazol-3-yl)-7H-pyrrolo[2,3-d]pyrimidin-4-amine N1(CCC1)C1=NC2=CC(=CC=C2C=C1)S(=O)(=O)CC=1C=C(C=NC1)N1C=C(C2=C1N=CN=C2NCC2=C(C=C(C=C2)OC)OC)C2=NN(C=C2)C